ClC=1C=C(C2=NS(CCN2C1)(=O)=O)C1=CC=C(C=C1)OCC1OCCC1 7-chloro-9-[4-(tetrahydrofuran-2-ylmethoxy)phenyl]-3,4-dihydropyrido[2,1-c][1,2,4]thiadiazine 2,2-dioxide